triazinon N1=NNC(C=C1)=O